[Ce].[Ca].[Sn].[Li] lithium tin calcium cerium